ClC=1C(N(C(=CC1OCC1=NC=C(C=C1F)F)C)C1=C(C(=NC=C1C)C1=NC(=CC=C1)C(C)(C)O)F)=O 3-chloro-4-[(3,5-difluoropyridin-2-yl)methoxy]-1-[3-fluoro-6'-(2-hydroxypropan-2-yl)-5-methyl-[2,2'-bipyridin]-4-yl]-6-methylpyridin-2-one